CN1N=C(C=C1)C=1C(=CC(=NC1)NC(C)=O)NC1=CC(=CC(=C1)C(F)(F)F)S(=O)(=O)C N-(5-(1-methyl-1H-pyrazol-3-yl)-4-((3-(methylsulfonyl)-5-(trifluoromethyl)phenyl)amino)pyridin-2-yl)acetamide